NC1=C(C=CC2=CC=CC=C12)N=NC=1C=NC(=CC1)C1=CC=C(C=C1)C 4-amino-3-(6-p-tolylpyridine-3-ylazo)naphthalene